2-allyl-6-[4-[4-(aminomethyl)-1-piperidyl]anilino]-1-[(7R)-7-ethyl-7-hydroxy-5,6-dihydrocyclopenta[b]pyridin-2-yl]pyrazolo[3,4-d]pyrimidin-3-one C(C=C)N1N(C2=NC(=NC=C2C1=O)NC1=CC=C(C=C1)N1CCC(CC1)CN)C1=CC=C2C(=N1)[C@@](CC2)(O)CC